4-(2-acryloyl-2,6-diazaspiro[3.4]octan-6-yl)-6-(5-methyl-1H-indazol-4-yl)-2-(2-(pyrrolidin-1-yl)ethoxy)pyrimidine-5-carbonitrile C(C=C)(=O)N1CC2(C1)CN(CC2)C2=NC(=NC(=C2C#N)C2=C1C=NNC1=CC=C2C)OCCN2CCCC2